(2S,4R)-4-hydroxy-2-methyl-pyrrolidine-1,2-dicarboxylate O[C@@H]1C[C@](N(C1)C(=O)[O-])(C(=O)[O-])C